8-(2-chloroacetyl)-4-((5-(4-methoxycarbonylphenyl)furan-2-yl)methyl)-1-thia-4,8-diazaspiro[4.5]decan-3-one ClCC(=O)N1CCC2(N(C(CS2)=O)CC=2OC(=CC2)C2=CC=C(C=C2)C(=O)OC)CC1